1-(2-bromoethyl)-1,3-dihydro-2H-benzimidazol-2-one BrCCN1C(NC2=C1C=CC=C2)=O